FC1=CC(=C(C=C1)N1C=C(C=2C1=CN=CC2)C2CN(CCC2)C(=O)OC(C)(C)C)C(N(C)C(C)C)=O tert-butyl 3-(1-(4-fluoro-2-(isopropyl(methyl) carbamoyl)phenyl)-1H-pyrrolo[2,3-c]pyridin-3-yl)piperidine-1-carboxylate